N,N'-dimethyl-dichlorophenylurea CN(C(=O)NC)C1=C(C(=CC=C1)Cl)Cl